C[C@@H]1[C@@H](C[C@H]([C@H](O1)O[C@H]2[C@@H]([C@H](O[C@@H]([C@H]2O)O[C@H]3[C@@H](O[C@H]([C@@H]([C@@H]3O)O)O[C@H]4[C@H]([C@H](O[C@H]([C@@H]4O)OP(=O)([O-])OP(=O)([O-])OC/C=C(/C)\\CC/C=C(/C)\\CC/C=C(/C)\\CC/C=C(/C)\\CC/C=C(/C)\\CC/C=C(/C)\\CC/C=C(/C)\\CC/C=C(/C)\\CC/C=C(\\C)/CCC=C(C)C)CO)O)C)CO)O)O)O The molecule is an organophosphate oxoanion obtained by deprotonation of the diphosphate OH groups of alpha-D-abequosyl-(1->3)-alpha-D-mannosyl-(1->4)-alpha-L-rhamnosyl-(1->3)-beta-D-galactosyl-1-diphosphodecaprenol. It is a conjugate base of an alpha-D-abequosyl-(1->3)-alpha-D-mannosyl-(1->4)-alpha-L-rhamnosyl-(1->3)-beta-D-galactosyl-1-diphosphodecaprenol.